1-Cyclohexyl-N-[4-[2-[[4-(dimethylamino)cyclohexyl]amino]-8-isopropyl-7-oxo-pteridin-6-yl]-2-fluoro-phenyl]methanesulfonamide C1(CCCCC1)CS(=O)(=O)NC1=C(C=C(C=C1)C1=NC=2C=NC(=NC2N(C1=O)C(C)C)NC1CCC(CC1)N(C)C)F